8-(4-benzyloxy-phenyl)-1-propyl-1,7-dihydro-purin-6-one C(C1=CC=CC=C1)OC1=CC=C(C=C1)C1=NC=2N=CN(C(C2N1)=O)CCC